tert-butyl 2-carbonyl-6-azaspiro[3.5]nonane-6-carboxylate C(=O)=C1CC2(C1)CN(CCC2)C(=O)OC(C)(C)C